C(CCC)N1C(N(C(C(C1=O)=C(N)N)=O)C1CCC(CC1)(C)CN1C(N(C(C1(C)C)=O)COCC[Si](C)(C)C)=O)=O 1-Butyl-5-(diaminomethylene)-3-(4-((5,5-dimethyl-2,4-dioxo-3-((2-(trimethylsilyl)ethoxy)methyl)imidazolidin-1-yl)methyl)-4-methylcyclohexyl)pyrimidine-2,4,6(1H,3H,5H)-trione